CCC(O)N 2-Methyl-aminoethanol